N-(2,6-dibromophenyl)-3,3-difluoropyrrolidine-2-imine BrC1=C(C(=CC=C1)Br)N=C1NCCC1(F)F